3-methanesulfonamido-N-[(1s,4s)-4-{[2,6-bis(trifluoromethyl)pyridin-4-yl]amino}cyclohexyl]benzamide CS(=O)(=O)NC=1C=C(C(=O)NC2CCC(CC2)NC2=CC(=NC(=C2)C(F)(F)F)C(F)(F)F)C=CC1